ClC1=C2C=NNC2=CC=C1NC1=NN(C=C1C)C=1C=C2CCNCC2=CC1 4-chloro-N-(4-methyl-1-(1,2,3,4-tetrahydroisoquinolin-6-yl)-1H-pyrazol-3-yl)-1H-indazol-5-amine